ClC1=CC=2C(=NN(N2)C2=C(C(=CC(=C2)C)C(C)(C)C)O)C=C1 2-(5-chloro-2H-benzotriazol-2-yl)-4-methyl-6-t-butylphenol